C(C)OC(=O)C=1N=C2N(C=C(N=C2)C2=CN(C(C=C2)=O)C)C1 6-(1-methyl-6-oxo-1,6-dihydropyridin-3-yl)imidazo[1,2-a]pyrazine-2-carboxylic acid ethyl ester